C(C)C=1C(=CC=C2C=C(C=C(C12)C1=C(C=2N=C(N=C(C2C=N1)N1CCOCCC1)OC[C@]12CCCN2C[C@@H](C1)F)F)OCOC)F 4-(7-(8-ethyl-7-fluoro-3-(methoxymethoxy)naphthalen-1-yl)-8-fluoro-2-(((2R,7aS)-2-fluorotetrahydro-1H-pyrrolizin-7a(5H)-yl)methoxy)pyrido[4,3-d]pyrimidin-4-yl)-1,4-oxazepane